NCCCC(=O)[O-] (S)-4-amino-butyrate